C(C)(=O)[O-].C(C1=CC=CC=C1)C1=C(C=CC=C1)[N+]#N Benzyl-phenyl-diazonium acetate